C(C)OC(=O)C1OCCC2=C(C=CC=C12)OC 5-methoxyIsochroman-1-carboxylic acid ethyl ester